FC=1C(=CC(=NC1)N[N+](=O)[O-])C N-(5-fluoro-4-methyl-2-pyridyl)nitramide